1,4-butanediol distearate C(CCCCCCCCCCCCCCCCC)(=O)OCCCCOC(CCCCCCCCCCCCCCCCC)=O